FC(C1=NN(C=C1C(=O)NC1=C2[C@@H](CC(C2=CC=C1)(C)C)C)C)F 3-(difluoromethyl)-1-methyl-N-[(3R)-1,1,3-trimethyl-2,3-dihydroinden-4-yl]pyrazole-4-carboxamide